1-(3-cyanobenzyl)-4-fluoro-1H-pyrazole-3-carboxylic acid C(#N)C=1C=C(CN2N=C(C(=C2)F)C(=O)O)C=CC1